1,9-nonanedione C(CCCCCCCC=O)=O